tert-butyl {2-[5-(hydroxymethyl)-1H-pyrazol-1-yl]phenyl}quinolin-3-ylcarbamate OCC1=CC=NN1C1=C(C=CC=C1)N(C(OC(C)(C)C)=O)C=1C=NC2=CC=CC=C2C1